9-hydroxy-5-methyl-12-(pyridine-3-yl)-4-thia-2,12-diazatricyclo[7.3.0.03,7]dodeca-1,3(7),5-trien-8-one OC12C(C=3C=C(SC3N=C2N(CC1)C=1C=NC=CC1)C)=O